COC1=CC=C(CN2C(N(CCC2=O)C2=CC=C(C=C2)B2OC(C(O2)(C)C)(C)C)=O)C=C1 3-(4-Methoxybenzyl)-1-(4-(4,4,5,5-tetramethyl-1,3,2-dioxaborolan-2-yl)phenyl)dihydropyrimidine-2,4(1H,3H)-dione